2-[1-[5-[2-[1-(6,7-dihydro-5H-pyrrolo[1,2-c]imidazol-1-yl)-2-oxo-2-(thiazol-2-ylamino)ethyl]-4-fluoro-indazol-6-yl]-2-pyridinyl]-4-hydroxy-4-piperidinyl]acetic acid hydrochloride Cl.C1(=C2N(C=N1)CCC2)C(C(NC=2SC=CN2)=O)N2N=C1C=C(C=C(C1=C2)F)C=2C=CC(=NC2)N2CCC(CC2)(O)CC(=O)O